Cl.C(C)(C)(C)OC([C@@H](N)CC(C)C)=O L-leucine tert-butyl ester HCl salt